C1(CC1)C=1C=C(C=2N(C1)C=C(N2)CN)N2C(CCC2)C(F)(F)F (6-cyclopropyl-8-(2-(trifluoromethyl)pyrrolidin-1-yl)imidazo[1,2-a]pyridin-2-yl)methanamine